N1C2C(CC1)CNC2 octahydropyrrolo[3,4-b]pyrrole